BrC1=CC(=C(C(=O)O)C=C1)C(F)(F)F 4-bromo-2-(trifluoromethyl)benzoic acid